C(C)(C)(C)OC(=O)N1CCC(CC1)C(C)NS(=O)(=O)C1=CC=C(C2=CC=CC=C12)NC(C1=C(C=CC=C1)C)=O 4-(1-(4-(2-methylbenzamido)naphthalene-1-sulfonylamino)ethyl)piperidine-1-carboxylic acid tert-butyl ester